N6-(2,3-dihydro-1H-inden-4-yl)-5-methyl-1H-pyrazolo[3,4-b]pyrazine-3,6-diamine C1CCC2=C(C=CC=C12)NC1=C(N=C2C(=N1)NN=C2N)C